2-(2-((4-phenoxyphenyl)amino)phenyl)ethane O(C1=CC=CC=C1)C1=CC=C(C=C1)NC1=C(C=CC=C1)CC